2-methoxy-4-((phenyldisulfanyl)methyl)-1,3-dioxolane COC1OCC(O1)CSSC1=CC=CC=C1